(S)-methyl (5-((2-amino-2-(fluoromethyl)-4-methylpentyl)oxy)-6-(difluoromethyl)-[2,4'-bipyridin]-2'-yl)carbamate N[C@](COC=1C=CC(=NC1C(F)F)C1=CC(=NC=C1)NC(OC)=O)(CC(C)C)CF